COC1=CC=C(C=N1)CN1CC2CCC(C1)N2C(=O)OC(C)(C)C tert-butyl 3-((6-methoxypyridin-3-yl) methyl)-3,8-diazabicyclo[3.2.1]octane-8-carboxylate